BrC1=CC=2C(C3=CC(=CC=C3C2C=C1)Br)(CCCCCCCC)CCCCCCCC 2,7-dibromo-9,9-di-n-octylfluorene